C(C=C)(=O)OCCCCCC1=C(C(C(=O)O)=CC=C1C(=O)O)C(=O)O acryloyloxypentyl-trimellitic acid